O=C1NC(CCC1NC1=CC=C(C=C1)N1CCC(CC1)CC1=C2CCN(CC2=CC=C1)C(=O)OC(C)(C)C)=O tert-butyl 5-[[1-[4-[(2,6-dioxo-3-piperidinyl) amino] phenyl]-4-piperidinyl] methyl]-3,4-dihydro-1H-isoquinoline-2-carboxylate